monobenzyl malonate potassium salt [K+].C(CC(=O)[O-])(=O)OCC1=CC=CC=C1